4-fluoro-N-[4-fluoro-5-[2-(4-propan-2-ylpiperazin-1-yl)pyrimidin-5-yl]-2-[rac-(3R)-3,4-dimethylpiperazin-1-yl]phenyl]-2-(trifluoromethyl)benzamide FC1=CC(=C(C(=O)NC2=C(C=C(C(=C2)C=2C=NC(=NC2)N2CCN(CC2)C(C)C)F)N2C[C@H](N(CC2)C)C)C=C1)C(F)(F)F |r|